bromospiro[benzo[de]anthracene-7,9'-fluorene] BrC1=CC=CC=2C3=CC=CC=C3C3(C12)C=1C=CC=CC1C1=C2C(C=CC=C23)=CC=C1